ClC1=C(C(N(N=C1)CCC1=CC=C(C=C1)OC)=O)C(F)(F)F 5-Chloro-2-[(4-methoxybenzyl)methyl]-4-(trifluoromethyl)-2,3-dihydropyridazin-3-one